FC1=CC(=CC=2NC(=NC21)C2=CC(=CN2)C(=O)C2=C(C=CC=C2)C(F)(F)F)N2C[C@H](OCC2)C(F)(F)F (S)-(5-(4-fluoro-6-(2-(trifluoromethyl)morpholino)-1H-benzo[d]imidazol-2-yl)-1H-pyrrol-3-yl)(2-(trifluoromethyl)phenyl)methanone